5-Bromo-3-fluoro-N,N-bis(4-methoxybenzyl)-6-((4-methoxybenzyl)oxy)pyridin-2-amine BrC=1C=C(C(=NC1OCC1=CC=C(C=C1)OC)N(CC1=CC=C(C=C1)OC)CC1=CC=C(C=C1)OC)F